tris(3,5-bistrifluoromethylphenyl)borane FC(C=1C=C(C=C(C1)C(F)(F)F)B(C1=CC(=CC(=C1)C(F)(F)F)C(F)(F)F)C1=CC(=CC(=C1)C(F)(F)F)C(F)(F)F)(F)F